N-{(4aR,6R)-5,5-difluoro-2-[4-(2-methoxyphenyl)-1,2-benzoxazol-3-yl]-1-oxooctahydropyrrolo[1,2-c]pyrimidin-6-yl}ethanesulfonamide FC1([C@@H](CN2C(N(CC[C@@H]21)C2=NOC1=C2C(=CC=C1)C1=C(C=CC=C1)OC)=O)NS(=O)(=O)CC)F